N[C@@H](C(=O)O)CC D-α-amino-n-butyric acid